C(C(C)C)(=O)OC1=C(C=NC=2C=C(C(=O)O)C=CC2)C=C(C=C1OC(C(C)C)=O)Cl 3-(2,3-bis(isobutyryloxy)-5-chloro-benzylideneamino)benzoic acid